2-bromo-5-(6-cyanobenzo[d]oxazol-2-yl)isonicotinic acid methyl ester COC(C1=CC(=NC=C1C=1OC2=C(N1)C=CC(=C2)C#N)Br)=O